(R)-6-bromo-8-(hydroxymethyl-d2)-2-trifluoromethyl-2H-benzopyran-3-carboxylic acid BrC=1C=C(C2=C(C=C([C@@H](O2)C(F)(F)F)C(=O)O)C1)C([2H])([2H])O